3-(1-Cyclobutyl-1H-pyrazol-4-yl)aniline C1(CCC1)N1N=CC(=C1)C=1C=C(N)C=CC1